(3S)-1-{[1-(trifluoromethyl)cyclopropyl]methyl}pyrrolidin-3-ol FC(C1(CC1)CN1C[C@H](CC1)O)(F)F